BrC=1N=CC(=NC1)N1CCC2(CC1)[C@@H](C1=C(N=CS1)C2)N[S@](=O)C(C)(C)C (R)-N-((S)-1'-(5-bromopyrazin-2-yl)-4,6-dihydrospiro[cyclopenta[d]thiazole-5,4'-piperidin]-6-yl)-2-methylpropane-2-sulfinamide